The molecule is an amino tetrasaccharide that consists of 4,6-dideoxy-4-(3-deoxy-L-glycero-tetronamido)-2-Me-alpha-D-Man residue at the non-reducing end coupled to three 4,6-dideoxy-4-(3-deoxy-L-glycero-tetronamido)-2-Me-alpha-D-Man in a linear sequence, connected by (11->2)-linkages. It derives from an alpha-D-mannose. C[C@@H]1[C@H]([C@@H]([C@@H]([C@H](O1)O)O[C@@H]2[C@H]([C@H]([C@@H]([C@H](O2)C)NC(=O)[C@H](CCO)O)O)O[C@@H]3[C@H]([C@H]([C@@H]([C@H](O3)C)NC(=O)[C@H](CCO)O)O)O[C@@H]4[C@H]([C@H]([C@@H]([C@H](O4)C)NC(=O)[C@H](CCO)O)O)O)O)NC(=O)[C@H](CCO)O